ClC1=C(C(=O)N2COC3=C(C2)C=CC=C3C3=CC(=C(C(=O)O)C=C3F)N3C2COCC3CC2)C(=CC(=C1)N1CC2CCC(C1)N2C(COC)COC)Cl 4-[3-[2,6-Dichloro-4-[8-(1,3-dimethoxypropane-2-yl)-3,8-diazabicyclo[3.2.1]oct-3-yl]benzoyl]-2,4-dihydro-1,3-benzoxazin-8-yl]-5-fluoro-2-(3-oxa-8-azabicyclo[3.2.1]oct-8-yl)benzoic acid